4-amino-N-((2R)-1-methoxy-2-propanyl)-N-((5-(trifluoromethyl)-2-pyridinyl)methyl)-1,3-dihydrofuro[3,4-c]quinoline-8-carboxamide NC1=NC=2C=CC(=CC2C2=C1COC2)C(=O)N(CC2=NC=C(C=C2)C(F)(F)F)[C@@H](COC)C